N-(dibenzo[b,d]thiophen-2-yl)dibenzo[b,d]thiophen-2-amine C1=C(C=CC=2SC3=C(C21)C=CC=C3)NC3=CC2=C(SC1=C2C=CC=C1)C=C3